N-((S)-(4,4-Difluorocyclohexyl)(5-((R)-1-(4,4,4-trifluorobutanamido)ethyl)-1H-benzo[d]imidazol-2-yl)methyl)-1-((2,2-difluorocyclopropyl)methyl)-1H-1,2,3-triazole-5-carboxamide FC1(CCC(CC1)[C@H](NC(=O)C1=CN=NN1CC1C(C1)(F)F)C1=NC2=C(N1)C=CC(=C2)[C@@H](C)NC(CCC(F)(F)F)=O)F